6-Acetyl-2-[5-(2-amino-ethylamino)-pyridin-2-ylamino]-8-cyclopentyl-8H-pyrido[2,3-d]pyrimidin-7-one C(C)(=O)C1=CC2=C(N=C(N=C2)NC2=NC=C(C=C2)NCCN)N(C1=O)C1CCCC1